5'-(2-chloro-3,6-difluoro-benzyloxy)-[2,3']bipyridinyl-6'-ylamine ClC1=C(COC=2C=C(C=NC2N)C2=NC=CC=C2)C(=CC=C1F)F